N-(6-hydroxy-4-methoxybenzo[d]isoxazol-3-yl)-6-methoxy-2,3-dihydro-1H-indene-5-sulfonamide OC1=CC2=C(C(=NO2)NS(=O)(=O)C=2C=C3CCCC3=CC2OC)C(=C1)OC